phenyl-N-[4-(4-trifluoromethyl-phenyl)-[1,2,3]thiadiazol-5-yl]-butyramide C1(=CC=CC=C1)C(C(=O)NC1=C(N=NS1)C1=CC=C(C=C1)C(F)(F)F)CC